ClC1=C(C(=O)NC2=NC=CC(=C2)C)C=C(C=C1)N1C=NN=C1 2-chloro-N-(4-methylpyridin-2-yl)-5-(4H-1,2,4-triazol-4-yl)benzamide